[O-2].[Ce+3].[Ni+2] Nickel-cerium oxide